COC1=CC=C(C=C1)CNCC1=CC(=NC=C1)N1CCSCC1 1-(4-methoxyphenyl)-N-[(2-thiomorpholino-4-pyridinyl)methyl]methylamine